N-(2-(4-(4-cyclobutylpiperazine-1-yl)piperidine-1-yl)-5-((6-((R)-3-(2-fluoro-3-methylphenyl)-isoxazolidine-2-yl)pyrimidine-4-yl)amino)-4-methoxyphenyl)acrylamide C1(CCC1)N1CCN(CC1)C1CCN(CC1)C1=C(C=C(C(=C1)OC)NC1=NC=NC(=C1)N1OCC[C@@H]1C1=C(C(=CC=C1)C)F)NC(C=C)=O